N-{6,7-dimethoxy-1H,2H,3H-cyclopenta[b]quinolin-9-yl}-2-azaspiro[3.3]heptan-6-amine COC=1C(=CC=2C(=C3C(=NC2C1)CCC3)NC3CC1(CNC1)C3)OC